C(N)(=N)C=1C=CC2=C(NC(=N2)C2=CC=C(C(=O)N3[C@H](CCC3)C(=O)N3[C@@H](CCC3)C(=O)NC3=CC=C(C=C3)C3=NC4=C(N3)C=C(C=C4)C(N)=N)C=C2)C1 (S)-1-((4-(6-carbamimidoyl-1H-benzo[d]imidazol-2-yl)benzoyl)-D-prolyl)-N-(4-(6-carbamimidoyl-1H-benzo[d]imidazol-2-yl)phenyl)pyrrolidine-2-carboxamide